FC=1C=CC(=NC1)N1N=C(C=C1O)C(=O)NC=1C=NC(=CC1)CO (5-Fluoropyridin-2-yl)-5-hydroxy-N-(6-(hydroxymethyl)pyridin-3-yl)-1H-pyrazole-3-carboxamide